2-ethyl-4-[[5-(2-oxo-3H-benzimidazol-1-yl)-2-pyridyl]oxy]benzonitrile C(C)C1=C(C#N)C=CC(=C1)OC1=NC=C(C=C1)N1C(NC2=C1C=CC=C2)=O